Cl.FC1=C2C(NC(=NC2=CC(=C1)OCC1CCN(CC1)C1CN(C1)C(=O)C1CCNCC1)CSC1CCOCC1)=O 5-fluoro-7-((1-(1-(piperidine-4-carbonyl)azetidin-3-yl)piperidin-4-yl)methoxy)-2-(((tetrahydro-2H-pyran-4-yl)thio)methyl)quinazolin-4(3H)-one hydrochloride